FC=1C(=C(C=CC1F)N1CCC(CC1)CCN1N=C(C=2CCCCC12)C(=O)N1CCC(CC1)NC(C)=O)C N-[1-[1-[2-[1-(3,4-difluoro-2-methyl-phenyl)-4-piperidyl]ethyl]-4,5,6,7-tetrahydroindazole-3-carbonyl]-4-piperidyl]acetamide